C(C)(C)(C)C=1C=CC(=NC1)C(CC[C@H]1CC(N(C1)C(=O)OC(C)(C)C)(C)C)NC1=NC(=CC=C1)S(N)(=O)=O tert-Butyl (4S)-4-[3-(5-tert-butyl-2-pyridyl)-3-[(6-sulfamoyl-2-pyridyl)amino]propyl]-2,2-dimethyl-pyrrolidine-1-carboxylate